N1(CCNCC1)C(=O)OCOC1=C2C(=NC(N(C2=CC(=C1Cl)Br)CC(C)C)=O)O ((7-bromo-6-chloro-4-hydroxy-1-isobutyl-2-oxo-1,2-dihydro-quinazolin-5-yloxy) methyl) piperazine-1-carboxylate